N1(C=NC=C1)C1=C(C=C(C=NNC2=CC=NC3=CC(=CC=C23)OC)C=C1)C 4-(2-(4-(1H-imidazol-1-yl)-3-methylbenzylidene)hydrazino)-7-methoxyquinoline